(4-amino)benzenesulfonate NC1=CC=C(C=C1)S(=O)(=O)[O-]